C(CC\C=C/CCCCC)OC(CCCCCCC(=O)O)=O 8-[(Z)-dec-4-enoxy]-8-oxo-octanoic acid